[Pd].[Pd].C12=CC=C(N1)C=C1C=CC(=N1)C=C1C=CC(N1)=CC=1C=CC(N1)=C2 porphyrin dipalladium